OC(C)C=1C(=NC(=CC1)C=1C=NN2C1C=CC(=C2)NC=2N=NC(=CC2)C)N2N=C(C=C2C)C#N 1-[3-(1-hydroxyethyl)-6-[6-[(6-methylpyridazin-3-yl)amino]pyrazolo[1,5-a]pyridin-3-yl]pyridin-2-yl]-5-methylpyrazole-3-carbonitrile